N(C1=CC=CC=C1)C1=C(NC2=C1C(NCC2)=O)C2=CC(=NC=C2)NC([C@H](C)C2=CC=C(C=C2)F)=O |r| Racemic-N-[4-(3-anilino-4-oxo-4,5,6,7-tetrahydro-1H-pyrrolo[3,2-c]pyridin-2-yl)pyridin-2-yl]-2-(4-fluorophenyl)propanamide